1-(2-(ethoxymethyl)-4-iodo-5-(naphthalen-2-yl)-1H-imidazol-1-yl)-2-methylpropan-2-ol C(C)OCC=1N(C(=C(N1)I)C1=CC2=CC=CC=C2C=C1)CC(C)(O)C